C(C1=CC=CC=C1)OCCN(C(OC(C)(C)C)=O)[C@H](C)C1=CC(=C(C(=C1)OC)C1CC1)OC tert-butyl [2-(benzyloxy)ethyl][(1R)-1-(4-cyclopropyl-3,5-dimethoxyphenyl)ethyl]carbamate